2'-((1-(4-hydroxyphenyl)-1H-1,2,3-triazol-4-yl)methyl)-3',4'-dihydro-2'H-spiro[cyclohexane-1,1'-isoquinolin]-4'-ol OC1=CC=C(C=C1)N1N=NC(=C1)CN1C2(C3=CC=CC=C3C(C1)O)CCCCC2